5-[(2S,4R)-4-[6,7-dimethyl-4-[3-(trifluoromethyl)-1-bicyclo[1.1.1]pentanyl]pteridin-2-yl]tetrahydropyran-2-yl]-3-methyl-thiazol-2-one CC=1N=C2C(=NC(=NC2=NC1C)[C@H]1C[C@H](OCC1)C1=CN(C(S1)=O)C)C12CC(C1)(C2)C(F)(F)F